NC1=CC=C(C=C1)N1CCN(CC1)C1CCC2(C1)CCN(CC2)C2=C(C=C1C(N(C(C1=C2)O)C2C(NC(CC2)=O)=O)=O)F 3-[6-[3-[4-(4-aminophenyl)piperazin-1-yl]-8-azaspiro[4.5]decan-8-yl]-5-fluoro-1-hydroxy-3-oxo-isoindolin-2-yl]piperidine-2,6-dione